4-(4-fluoro-3-(trifluoromethyl)phenyl)-2-methyl-1,4-dihydropyridine-3,5-dicarboxylic acid dimethyl ester COC(=O)C1=C(NC=C(C1C1=CC(=C(C=C1)F)C(F)(F)F)C(=O)OC)C